C(C)C1=C(C(=O)O)C=CC=C1 2-Ethyl-Benzoic Acid